COC1CC(C1)OC1=NC(=NC=C1C(F)(F)F)N[C@H]1C[C@H](CCC1)C1=NN=C2N1C=CC=C2 4-(3-methoxycyclobutoxy)-N-[(1R,3S)-3-([1,2,4]triazolo[4,3-a]pyridin-3-yl)cyclohexyl]-5-(trifluoromethyl)pyrimidin-2-amine